(12aR)-9-(2-Chloro-6-hydroxyphenyl)-10-fluoro-2-(prop-2-enoyl)-1,2,3,4,12,12a-hexahydro-6H-pyrazino[2,1-c][1,4]benzoxazepin ClC1=C(C(=CC=C1)O)C1=C(C2=C(CN3[C@@H](CO2)CN(CC3)C(C=C)=O)C=C1)F